C(C)(C)(C)OC(=O)N1CC2(CC(C2)NC(=O)NCC2=CC=C(C=C2)OC)CC1 2-(3-(4-methoxybenzyl)ureido)-6-azaspiro[3.4]octane-6-carboxylic acid tert-butyl ester